2-amino-N-(2,2-difluorospiro[3.3]heptan-6-yl)-3-methyl-N-[[5-(trifluoromethyl)-2-pyridyl]methyl]quinoline-6-carboxamide NC1=NC2=CC=C(C=C2C=C1C)C(=O)N(CC1=NC=C(C=C1)C(F)(F)F)C1CC2(CC(C2)(F)F)C1